2-((3-(1-(3-cyano-5-isopropoxybenzyl)-1H-pyrazol-3-yl)-[1,1'-biphenyl]-4-yl)amino)ethane-1-sulfonyl fluoride C(#N)C=1C=C(CN2N=C(C=C2)C=2C=C(C=CC2NCCS(=O)(=O)F)C2=CC=CC=C2)C=C(C1)OC(C)C